O[C@H]1[C@@H](CCC1)N1C(C2=CC(=C(C=C2C1)C)CC1=CC=C(C=C1)C1=NN(C=C1)C)=O (trans-2-hydroxycyclopentyl)-5-methyl-6-(4-(1-methyl-1H-pyrazol-3-yl)benzyl)isoindolin-1-one